N[C@H](C(=O)O)CNC(CCCCCCCCCCCCCCC)=O (S)-2-amino-3-palmitoamidopropionic acid